2-[[1-[2-(benzimidazol-1-yl)acetyl]azetidin-3-yl]methyl]-6-(3,5-dimethylpyrazol-1-yl)pyridazin-3-one N1(C=NC2=C1C=CC=C2)CC(=O)N2CC(C2)CN2N=C(C=CC2=O)N2N=C(C=C2C)C